(E)-4-(dimethylamino)-2-butenoic acid hydrochloride Cl.CN(C/C=C/C(=O)O)C